N-cyclobutyl-5-[[(3,4-dimethylpyrimido[4',5':4,5]thieno[2,3-c]pyridazin-8-yl)amino]methyl]-2-fluoro-benzamide C1(CCC1)NC(C1=C(C=CC(=C1)CNC1=NC=NC2=C1SC=1N=NC(=C(C12)C)C)F)=O